CCN(CC)C1=CC2=C(C=C1)C=C(C(=O)O2)C3=NC4=CC=CC=C4N3C 3-(2-N-methylbenzimidazolyl)-7-N,N-diethylaminocoumarin